4-((3-Methyl-7-oxoisothiazolo[4,5-d]pyrimidin-6(7H)-yl)methyl)benzenesulfonamide CC1=NSC2=C1N=CN(C2=O)CC2=CC=C(C=C2)S(=O)(=O)N